4-((4-(methylamino)-5-(trifluoromethyl)pyrimidin-2-yl)amino)indolin-2-one CNC1=NC(=NC=C1C(F)(F)F)NC1=C2CC(NC2=CC=C1)=O